C(C)(C)O[Sn](OC(C)C)(OC(C)C)OC(C)C tetraisopropoxytin